ClC(C(=O)N1C(CCC1)C(=O)N)Cl 1-(2,2-dichloroacetyl)-pyrrolidine-2-formamide